2-[4-(8-chloro-4-methyl-quinazolin-2-yl)phenoxy]ethanol tert-Butyl-6-bromo-8-chlorocinnolin-3-yl(isopropyl)carbamate C(C)(C)(C)C1=C(N=NC2=C(C=C(C=C12)Br)Cl)N(C(=O)OCCOC1=CC=C(C=C1)C1=NC2=C(C=CC=C2C(=N1)C)Cl)C(C)C